(R)-N-((1s,3S)-1-(5-bromopyrimidin-2-yl)-3-cyano-3-methylcyclobutyl)-2-methylpropane-2-sulfinamide BrC=1C=NC(=NC1)C1(CC(C1)(C)C#N)N[S@](=O)C(C)(C)C